3'-hydroxy-5,6,7,4'-Tetramethoxyflavone OC=1C=C(C=2OC3=CC(=C(C(=C3C(C2)=O)OC)OC)OC)C=CC1OC